S1SSSCCCCCC1 1,2,3,4-tetrathiecane